(S)-1-(4-((dimethylamino)methyl)phenyl)-N'-((1,2,3,5,6,7-hexahydro-s-indacen-4-yl)carbamoyl)methane-sulfonimidamide CN(C)CC1=CC=C(C=C1)C[S@](=O)(N)=NC(NC1=C2CCCC2=CC=2CCCC12)=O